t-Butyl 3-(((4-(1-cyanocyclopropyl)phenyl)(5-(3,5-dimethylisoxazol-4-yl)-2-methylphenyl) amino)methyl)azetidine-1-carboxylate C(#N)C1(CC1)C1=CC=C(C=C1)N(C1=C(C=CC(=C1)C=1C(=NOC1C)C)C)CC1CN(C1)C(=O)OC(C)(C)C